Fluorotetrahydro-1H-pyridine FN1CCCCC1